tert-butyl (nitrosomethyl)carbamate N(=O)CNC(OC(C)(C)C)=O